C(C)(C)OC=1C(=CC=2C(N1)=NN(C2)C21COC(C2)(C1)C)C(=O)OC methyl 6-isopropoxy-2-(1-methyl-2-oxabicyclo[2.1.1]hexan-4-yl)-2H-pyrazolo[3,4-b]pyridine-5-carboxylate